SCCCS(=O)(=O)O L-3-mercaptopropanesulfonic acid